benzyl-bisadamantyl-phosphine C(C1=CC=CC=C1)P(C12CC3CC(CC(C1)C3)C2)C23CC1CC(CC(C2)C1)C3